(S)-4-(6-amino-5-methylpyridin-3-yl)-2-methylpiperazine-1-carboxylic acid tert-butyl ester C(C)(C)(C)OC(=O)N1[C@H](CN(CC1)C=1C=NC(=C(C1)C)N)C